ClC1=C(C(=C(C=C1OC)OC)Cl)C1=NC(=C2C=C(N=CC2=C1)N[C@H]1[C@H](COC1)NC(C=C)=O)N1CC(OC(C1)C)C N-((3R,4S)-4-((7-(2,6-dichloro-3,5-dimethoxyphenyl)-5-(2,6-dimethylmorpholino)-2,6-naphthyridin-3-yl)amino)tetra-hydrofuran-3-yl)acrylamide